racemic-(Z)-3-((3-butyl-3-ethyl-7-(methylthio)-1,1-dioxido-5-phenyl-2,3,4,5-tetrahydro-1,5-benzothiazepin-8-yl)oxy)-2-fluoroacrylic acid C(CCC)C1(CS(C2=C(N(C1)C1=CC=CC=C1)C=C(C(=C2)O\C=C(\C(=O)O)/F)SC)(=O)=O)CC